NC1=C(C=C(N=N1)C1=C(C=CC=C1)O)N1CC2CCC(C1)N2C2=CC(=NC=C2)C#CCN2CCC(CCC2)CO 2-[6-amino-5-[8-[2-[3-[4-(hydroxymethyl)azepan-1-yl]prop-1-ynyl]-4-pyridyl]-3,8-diazabicyclo[3.2.1]octan-3-yl]pyridazin-3-yl]phenol